tert-Butyl 5-hydroxy-5-(methylcarbamoyl)-5,6,9,10-tetrahydro-4H-[1,2]oxazolo[3,4-c]pyrido-[4',3':3,4]pyrazolo[1,5-a]azepine-11(12H)-carboxylate OC1(CC=2C(C=3N(C1)N=C1C3CN(CC1)C(=O)OC(C)(C)C)=NOC2)C(NC)=O